FC1(CC2(CC(C2)NC(=O)NCC2=CC(=NC=C2)OCC(F)(F)F)C1)F 1-(6,6-Difluoro-spiro[3.3]hept-2-yl)-3-[2-(2,2,2-trifluoro-ethoxy)-pyridin-4-ylmethyl]-urea